cyclodecyl-boric acid C1(CCCCCCCCC1)OB(O)O